4-tert-butyl 1-(2-(trimethylsilyl)ethyl) 2-((((4-((4-(2,3-bis(tert-butoxycarbonyl)guanidino)benzoyl)oxy)benzyl)oxy)carbonyl)(2-(tert-butoxy)-2-oxoethyl)amino)succinate C(C)(C)(C)OC(=O)N=C(NC1=CC=C(C(=O)OC2=CC=C(COC(=O)N(C(C(=O)OCC[Si](C)(C)C)CC(=O)OC(C)(C)C)CC(=O)OC(C)(C)C)C=C2)C=C1)NC(=O)OC(C)(C)C